C1(=CC=CC=C1)C1=CC=C(C=C1)NC(=S)N 1-(4'-phenylphenyl)thiourea